(S)-1-phenyl-7-(trifluoromethyl)-4-((1,1,1-trifluoropropan-2-yl)amino)-quinazolin-2(1H)-one C1(=CC=CC=C1)N1C(N=C(C2=CC=C(C=C12)C(F)(F)F)N[C@H](C(F)(F)F)C)=O